FC1=CC=C(C=C1)[C@H]([C@H](N)C1=CC=C(C=C1)F)N (1R,2R)-1,2-bis(4-fluorophenyl)ethylenediamine